(R)-8-ethynyl-7-fluoro-1-(8-fluoro-4-(methyl(pyrrolidin-2-ylmethyl)amino)-2-morpholinopyrido[4,3-d]pyrimidin-7-yl)isoquinolin-3(2H)-one C(#C)C1=C(C=CC2=CC(NC(=C12)C1=C(C=2N=C(N=C(C2C=N1)N(C[C@@H]1NCCC1)C)N1CCOCC1)F)=O)F